(3R,4S,5R,6R)-3,5-bis(benzyloxy)-6-((benzyloxy)methyl)-4-(4-(3,4,5-trifluorophenyl)-1H-1,2,3-triazol-1-yl)tetrahydro-2H-pyran-2-ol C(C1=CC=CC=C1)O[C@H]1C(O[C@@H]([C@@H]([C@@H]1N1N=NC(=C1)C1=CC(=C(C(=C1)F)F)F)OCC1=CC=CC=C1)COCC1=CC=CC=C1)O